C1CCC2=C(C=3CCCC3C=C12)NC(=O)NS(=O)(=O)\C=C\[C@@H]1N(CCC1)C(C(F)(F)F)=O (R,E)-N-((1,2,3,5,6,7-hexahydro-s-indacen-4-yl)carbamoyl)-2-(1-(2,2,2-trifluoroacetyl)pyrrolidin-2-yl)ethene-1-sulfonamide